C(C)OC(=O)CCCCCC(CC)C(=O)OCC1=CC=CC=C1 Octane-1,6-dicarboxylic acid 6-benzyl 1-ethyl ester